CO/C(/C(=O)O)=C/C(=O)O methoxymaleic acid